dimethyl 4-(methoxymethyl)-1-[2-(naphthalen-2-yl)-2-oxoethyl]-1H-pyrazole-3,5-dicarboxylate COCC=1C(=NN(C1C(=O)OC)CC(=O)C1=CC2=CC=CC=C2C=C1)C(=O)OC